(Z)-1-(3-(5-(dimethylamino)-2-isopropylphenyl)-4-oxothiazolidin-2-ylidene)-3-(2-fluoro-4-(1-(3-(trifluoromethoxy)phenyl)-1H-1,2,4-triazol-3-yl)phenyl)urea CN(C=1C=CC(=C(C1)N1/C(/SCC1=O)=N/C(=O)NC1=C(C=C(C=C1)C1=NN(C=N1)C1=CC(=CC=C1)OC(F)(F)F)F)C(C)C)C